3-Methoxy-11-methyl-13,13a-dihydrobenzo[2,3]pyrrolo[2',3':5,6][1,4]diazepino[1,7-a]indol-12(11H)-one COC1=CC=C2C=C3N(C2=C1)C1=C(N=C2C3CC(N2C)=O)C=CC=C1